Cl.N1C[C@@H](CC1)CN1CCC2(CCN(CC2)C(=O)OCC2=CC=CC=C2)CC1 Benzyl (R)-9-(pyrrolidin-3-ylmethyl)-3,9-diazaspiro[5.5]undecane-3-carboxylate hydrochloride